4-(2-benzoyl-2,3,4,9-tetrahydro-1H-β-carbolin-9-ylmethyl)-benzoic acid methyl ester COC(C1=CC=C(C=C1)CN1C2=CC=CC=C2C=2CCN(CC12)C(C1=CC=CC=C1)=O)=O